Cl.N[C@](C(=O)OC(C)C)(CC(C)(C)C)C=1C=C2C=CC(NC2=CC1)=O isopropyl (R)-2-amino-4,4-dimethyl-2-(2-oxo-1,2-dihydroquinolin-6-yl)pentanoate hydrochloride